N-((3S,4R,5S)-3-fluoro-1,5-dimethylpiperidin-4-yl)-6-(3-((2-methoxy-4-(methylsulfonyl)phenyl)amino)prop-1-yn-1-yl)-3-(2,2,2-trifluoroethyl)imidazo[1,2-a]pyridine-8-carboxamide F[C@H]1CN(C[C@@H]([C@H]1NC(=O)C=1C=2N(C=C(C1)C#CCNC1=C(C=C(C=C1)S(=O)(=O)C)OC)C(=CN2)CC(F)(F)F)C)C